N-[(1S)-1-cyclopropyl-2,2,2-trifluoroethyl]-6-fluoro-4-oxo-7-(pyrrolidin-1-yl)-1-(2,4,6-trifluorophenyl)-1,4-dihydro-1,8-naphthyridine-3-carboxamide C1(CC1)[C@@H](C(F)(F)F)NC(=O)C1=CN(C2=NC(=C(C=C2C1=O)F)N1CCCC1)C1=C(C=C(C=C1F)F)F